ClC=1C=C(C=CC1)C(CC)=O 3'-chloropropiophenone